2-[[2-chloro-4-[[6-[1-cyclopropyl-4-(1,1-difluoroethyl)imidazol-2-yl]-5-fluoro-3-pyridyl]methoxy]-6-methyl-pyrrolo[3,2-d]pyrimidin-5-yl]methoxy]ethyl-trimethyl-silane ClC=1N=C(C2=C(N1)C=C(N2COCC[Si](C)(C)C)C)OCC=2C=NC(=C(C2)F)C=2N(C=C(N2)C(C)(F)F)C2CC2